CC(=O)C1=CC2=C(C=C1)SC3=CC=CC=C3N2CCCN4CCN(CC4)CCO The molecule is a member of the class of phenothiazines that is 10H-phenothiazine substituted by a 3-[4-(2-hydroxyethyl)piperazin-1-yl]propyl group at the nitogen atom and an acetyl group at position 2. It has a role as a phenothiazine antipsychotic drug. It is a member of phenothiazines, a N-alkylpiperazine and a N-(2-hydroxyethyl)piperazine. It derives from a 10H-phenothiazine.